COC=1C=C(C=C(C1)C(F)(F)F)NC1=NC=C(C(=N1)NN1C(OC2=C1C=CC=C2C)=O)C (2-(3-methoxy-5-(trifluoromethyl)phenylamino)-5-methylpyrimidin-4-ylamino)-7-methylbenzo[d]oxazol-2(3H)-one